FC1=C(C(=CC=2CC[C@H](CC12)NCCC1(CCC1)CO)O)N1CC(NS1(=O)=O)=O 5-[(7R)-1-fluoro-3-hydroxy-7-({2-[1-(hydroxymethyl)cyclobutyl]ethyl}amino)-5,6,7,8-tetrahydronaphthalen-2-yl]-1λ6,2,5-thiadiazolidine-1,1,3-trione